C1(CCCC1)N1C=CC=C(C1=O)C 1-cyclopentyl-5-methyl-6-oxo-1,6-dihydropyridine